6-(tert-butyl) 3-ethyl 2-amino-4-methyl-4,7-dihydrothieno[2,3-c]pyridine-3,6(5H)-dicarboxylate NC1=C(C2=C(CN(CC2C)C(=O)OC(C)(C)C)S1)C(=O)OCC